C(C1=CC=CC=C1)N1C(C(CC2=CC=C(C=C12)C)C)=O 1-benzyl-3,7-dimethyl-3,4-dihydroquinolin-2(1H)-one